CN1C(C2=C(C=CC=C2C1)NC1=NC(=NC=C1C(F)(F)F)NC1=CC=C(C=C1)CNC1=CC(=CC=C1)C1CNCCC1)=O 2-Methyl-7-((2-((4-(((3-(piperidin-3-yl)phenyl)amino)methyl)phenyl)amino)-5-(trifluoromethyl)pyrimidin-4-yl)amino)isoindoline-1-one